6-chloro-5'-(5-chloro-2-methylphenyl)-2'-(2-fluoro-4,6-dimethoxyphenyl)-3'-isopropyl-3'H-spiro[indoline-3,4'-pyrrolo[3,4-d]imidazole]-2,6'(5'H)-dione ClC1=CC=C2C(=C1)NC(C21N(C(C=2N=C(N(C21)C(C)C)C2=C(C=C(C=C2OC)OC)F)=O)C2=C(C=CC(=C2)Cl)C)=O